FC1(CCC(CC1)CC1=C(C(=O)N)C=CC(=C1)C#CC1=C(C=CC=C1)F)F ((4,4-difluorocyclohexyl)methyl)-4-((2-fluorophenyl)ethynyl)benzamide